phenyl (3-cyano-4-fluorophenyl)carbamate C(#N)C=1C=C(C=CC1F)NC(OC1=CC=CC=C1)=O